NC=1C=C(C=NC1)[C@H](COC)N(C(OC(C)(C)C)=O)C tert-butyl (R)-(1-(5-aminopyridin-3-yl)-2-methoxyethyl)(methyl)carbamate